methyl (2-cyanoethyl)diisopropylphosphoramidite C(#N)CCC(C)(C)N(P(OC)[O-])C(C)C